ClC=1C=C(C(=NC1)F)[C@@]1([C@@H](CS(CC1)(=O)=O)C)F |r| racemic-trans-4-(5-Chloro-2-fluoropyridin-3-yl)-4-fluoro-3-methyl-1λ6-thiane-1,1-dione